S1C(=NC2=C1C=CC=C2)NC2=C(C=C(N=N2)N(C=2SC(=C(N2)C(=O)O)CCCOC2=CC=C(C=C2)C21CC(C2)(C1)CN(C)C)C)C 2-[[6-(1,3-benzothiazol-2-ylamino)-5-methyl-pyridazin-3-yl]-methyl-amino]-5-[3-[4-[1-[(dimethylamino)methyl]-3-bicyclo[1.1.1]pentanyl]phenoxy]propyl]thiazole-4-carboxylic acid